ClC(N1CN=CN(C1)C(Cl)(Cl)Cl)(Cl)Cl 3,5-bis(trichloromethyl)-1,3,5-triazine